3-[4-[2-(3-fluoroazetidin-3-yl)ethyl]phenyl]piperidine-2,6-dione FC1(CNC1)CCC1=CC=C(C=C1)C1C(NC(CC1)=O)=O